1,3,5-tris(3',5'-di-tert-butyl-4-hydroxybenzyl)-S-triazine-2,4,6(1H,3H,5H)trione C(C)(C)(C)C=1C=C(CN2C(N(C(N(C2=O)CC2=CC(=C(C(=C2)C(C)(C)C)O)C(C)(C)C)=O)CC2=CC(=C(C(=C2)C(C)(C)C)O)C(C)(C)C)=O)C=C(C1O)C(C)(C)C